ClC1=CC(=C(C=C1)CCC(=O)N1CC=2CN(CC2C1)C(=O)C1=C(C=C(C=C1)S(=O)(=O)N)F)CN1N=C(N=N1)C 4-[2-[3-[4-chloro-2-[(5-methyltetrazol-2-yl)methyl]phenyl]propanoyl]-1,3,4,6-tetrahydropyrrolo[3,4-c]pyrrole-5-carbonyl]-3-fluorobenzenesulfonamide